C(=O)(O)C1=CC=C(C=C1)NC1=CC(=CC=C1)C1=NOC(=N1)C(C)C1=CC=CC2=CC=CC=C12 N-(4-carboxyphenyl)-3-(5-(1-(naphthalen-1-yl)ethyl)-1,2,4-oxadiazol-3-yl)aniline